(S)-5-(4-((1-(5-(3,5-difluorophenyl)-4,5-dihydro-1H-pyrazole-1-carbonyl)azetidin-3-yl)oxy)-5-fluoropyridin-2-yl)-1-methyl-1H-pyrazole-3-carboxamide FC=1C=C(C=C(C1)F)[C@@H]1CC=NN1C(=O)N1CC(C1)OC1=CC(=NC=C1F)C1=CC(=NN1C)C(=O)N